BrC=1C(=C(C=CC1)C1C(NC(CC1)=O)=O)Cl 3-(3-Bromo-2-chlorophenyl)piperidine-2,6-dione